O[C@H]1[C@@H](O[C@@H]([C@H]1O)CO)N1N=C(N=C1)C(N)=N 1-((2R,3R,4S,5R)-3,4-dihydroxy-5-(hydroxymethyl)tetrahydrofuran-2-yl)-1H-1,2,4-triazole-3-carboximidamide